(Z)-4-(1-fluoro-2-(4-iodophenyl)vinyl)tetrahydro-2H-pyran F\C(=C/C1=CC=C(C=C1)I)\C1CCOCC1